C[C@@H]1C(N(C(N1)=O)C1=CC=C(C=C1)OC1=C(C=CC(=C1)OC)C)=O (5R)-5-methyl-3-(4-{[2-methyl-5-(methyloxy)phenyl]oxy}phenyl)-2,4-imidazolidinedione